N-(3-(5-(2-Chlorophenyl)-1H-pyrazolo[3,4-b]pyridin-3-carbonyl)-2,4-difluorophenyl)propan-1-sulfonamid ClC1=C(C=CC=C1)C=1C=C2C(=NC1)NN=C2C(=O)C=2C(=C(C=CC2F)NS(=O)(=O)CCC)F